C1(=CC=CC=C1)CC=O 2-phenyl-acetaldehyde